ClC1=C(OCC=2C=C(OC3CCN(CC3)CC3=NC4=C(N3CC3=CC=NO3)C=C(C=C4)C(=O)O)C=CC2)C=CC(=C1)Cl 2-((4-(3-((2,4-Dichlorophenoxy)methyl)phenoxy)piperidin-1-yl)methyl)-1-(isoxazol-5-ylmethyl)-1H-benzo[d]imidazole-6-carboxylic acid